dimethyl-epsilone-amine CNC